COC(\C(=C\C(=O)O)\CCOC(C(C)C)=O)=O (2-methylpropionoxy)ethyl-(2E)-but-2-ene-1,4-dioic acid methyl ester